(2R,3S,4R,5R)-4-[[3-(3,4-difluoro-2-methyl-phenyl)-4,5-dimethyl-5-(trifluoromethyl)tetrahydrofuran-2-carbonyl]amino]pyridine-2-carboxamide FC=1C(=C(C=CC1F)[C@H]1[C@@H](O[C@]([C@@H]1C)(C(F)(F)F)C)C(=O)NC1=CC(=NC=C1)C(=O)N)C